7-Methoxy-1-[2-methyl-4-(4-methylimidazol-1-yl)phenyl]sulfonyl-benzimidazole COC1=CC=CC2=C1N(C=N2)S(=O)(=O)C2=C(C=C(C=C2)N2C=NC(=C2)C)C